6-(6-(3,6-diazabicyclo[3.1.1]heptan-3-yl)pyridin-3-yl)-4-methoxypyrazolo[1,5-a]pyridine-3-carbonitrile C12CN(CC(N1)C2)C2=CC=C(C=N2)C=2C=C(C=1N(C2)N=CC1C#N)OC